4-(4-(1H-pyrazol-1-yl)butyl)phenol N1(N=CC=C1)CCCCC1=CC=C(C=C1)O